N(=[N+]=[N-])C[C@H]([C@@H](O)[C@H]1[C@@H]([C@H](C[C@@](O1)(C(=O)O)OCC1=CC=C(C=C1)OCCC#C)O)NC(CO)=O)O (2R,4S,5R,6R)-6-((1R,2R)-3-azido-1,2-dihydroxypropyl)-2-((4-(but-3-yn-1-yloxy)benzyl)oxy)-4-hydroxy-5-(2-hydroxyacetamido)tetrahydro-2H-pyran-2-carboxylic acid